2-((2-((2-methoxy-4-(1-methyl-1H-pyrazol-4-yl)phenyl)amino)pyrido[3,4-d]pyrimidin-8-yl)amino)ethanol COC1=C(C=CC(=C1)C=1C=NN(C1)C)NC=1N=CC2=C(N1)C(=NC=C2)NCCO